C(C1=CC=CC=C1)N(C)C=1C(=NN2C1N=CC=C2C=2C=NNC2)C(=O)NC2=CC=C(C=C2)C#N (benzyl-(methyl)amino)-N-(4-cyanophenyl)-7-(1H-pyrazol-4-yl)pyrazolo[1,5-a]pyrimidine-2-carboxamide